OC(CON1C(CC(CC1(C)C)=O)(C)C)(C)C 1-(2-hydroxy-2-methylpropoxy)-4-oxo-2,2,6,6-tetramethyl-piperidine